C(C)(=O)C=1C=C(C=2N(C1)C=CN2)C(=O)N 6-acetylimidazo[1,2-a]pyridine-8-carboxamide